Allyl (3,4,5,6-tetrahydro-[1,1'-biphenyl]-2-yl) carbonate C(OCC=C)(OC1=C(CCCC1)C1=CC=CC=C1)=O